C(C)(C)N1N=C(C=2C1=NC=NC2N)C2=CC(=CC=C2)SC 1-isopropyl-3-(3-(methylthio)phenyl)-1H-pyrazolo[3,4-d]pyrimidin-4-amine